methyl-ethyl-2,4-dinitrobenzenesulfenate CC=1C(=C(C(=C(C1)S[O-])[N+](=O)[O-])CC)[N+](=O)[O-]